N-(2-aminophenyl)-4-(3,4-dimethyl-7-oxo-2-(p-tolyl)-2,7-dihydro-6H-pyrazolo[3,4-d]pyridazin-6-yl)butanamide NC1=C(C=CC=C1)NC(CCCN1N=C(C=2C(C1=O)=NN(C2C)C2=CC=C(C=C2)C)C)=O